β-Aminopropionitrile NCCC#N